CC1=C(C=CC=C1O)CC=C allylcresol